(R)-7-chloro-1-methyl-6-((4-(methylamino)pyrazolo[1,5-a]pyrazin-3-yl)oxy)-N-(3-((1-methylpyrrolidin-3-yl)oxy)-5-(trifluoromethyl)phenyl)-1H-imidazo[4,5-b]pyridin-2-amine ClC1=C2C(=NC=C1OC=1C=NN3C1C(=NC=C3)NC)N=C(N2C)NC2=CC(=CC(=C2)C(F)(F)F)O[C@H]2CN(CC2)C